3-azido-7-methoxy-2H-chromen N(=[N+]=[N-])C=1COC2=CC(=CC=C2C1)OC